(E)-3-(4-(10H-phenothiazine-10-yl)phenyl)-2-cyanoacrylic acid C1=CC=CC=2SC3=CC=CC=C3N(C12)C1=CC=C(C=C1)/C=C(/C(=O)O)\C#N